disuccinimidyl suberate C(CCCCCCC(=O)ON1C(CCC1=O)=O)(=O)ON1C(CCC1=O)=O